The molecule is a glutamic acid derivative with a methylsulfanyl group at position 4. It has a role as a metabolite. It is a glutamic acid derivative, a sulfur-containing amino acid, a non-proteinogenic alpha-amino acid and a methyl sulfide. CSC(CC(C(=O)O)N)C(=O)O